1-propyl-2-hydroxymethyl-5-(benzyloxy)-pyridin-4-one C(CC)N1C(=CC(C(=C1)OCC1=CC=CC=C1)=O)CO